1-(4-((3-methyloxetan-3-yl)oxy)phenyl)ethan-1-one CC1(COC1)OC1=CC=C(C=C1)C(C)=O